5,7-dimethyl-1H-pyrrolo[2,3-c]pyridine CC=1C=C2C(=C(N1)C)NC=C2